ClC1=C(C=C(OCC(=O)NC23CC(C2)(C3)NC(=O)[C@@H]3NC2=CC=CC=C2C3)C=C1)F (2R)-N-{3-[2-(4-chloro-3-fluorophenoxy)acetamido]bicyclo[1.1.1]pent-1-yl}-2,3-dihydro-1H-indole-2-carboxamide